4-(1-(3-Chloro-2-(4-methylpiperazin-1-yl)pyridin-4-yl)-1H-imidazol-4-yl)-N-(1-(methylsulfonyl)piperidin-4-yl)-5-(trifluoromethyl)pyrimidin-2-amine ClC=1C(=NC=CC1N1C=NC(=C1)C1=NC(=NC=C1C(F)(F)F)NC1CCN(CC1)S(=O)(=O)C)N1CCN(CC1)C